2-((1s,2s)-2-amino-4,4-dimethylcyclohexyl)-3-bromo-5-chloro-N-(thiophen-2-ylmethyl)thieno[3,2-b]pyridin-7-amine N[C@@H]1[C@H](CCC(C1)(C)C)C1=C(C2=NC(=CC(=C2S1)NCC=1SC=CC1)Cl)Br